C(CC)C=CCC(=O)O.C(C=C)(=O)OCCCl chloroethyl acrylate (propylvinyl acetate)